FC1=C(C#N)C=C(C=C1)NC1=C2C=NNC2=C(C=C1)S(=O)(=O)C(F)(F)F 2-fluoro-5-[7-(trifluoromethylsulfonyl)-1H-indazol-4-ylamino]benzonitrile